dihydrodiphenyl-phosphophenyl-4-isopropyl-oxazole ethyl-8-(4-chlorophenyl)-2-methyl-2H,8H-pyrazolo[3,4-b]indole-5-carboxylate C(C)OC(=O)C=1C=C2C=3C(N(C2=CC1)C1=CC=C(C=C1)Cl)=NN(C3)C.C3(CC=CC=C3)C=3C(=C(C=CC3)C=3OC(=C(N3)C(C)C)P(=O)=O)C3CC=CC=C3